CN1C(NC=2C=NC=3C=CC=CC3C21)=O methyl-1,3-dihydro-2H-imidazo[4,5-c]quinolin-2-one